O1CCN(CC1)CC[C@H](C1=CC=CC=C1)N(C(O)=O)[C@@H]1N=C(C2=C(NC1=O)C=CC=C2)C2=CC=CC=C2.COC2=C(C=CC=C2)C2=NC(=NC(=N2)C2=C(C=CC=C2)OC)C2=C(C=C(C=C2)OCCOC(C=C)=O)O 2,4-bis(2-methoxyphenyl)-6-[2-hydroxy-4-(2-acryloyloxyethoxy)phenyl]s-triazine (R)-3-morpholino-1-phenylpropyl-((S)-2-oxo-5-phenyl-2,3-dihydro-1H-benzo[e][1,4]diazepin-3-yl)carbamate